OC(CC(=O)O)\C=C\CC TRANS-3-HYDROXYHEPT-4-ENOIC ACID